BrC=1C=NC=CC1C(=O)OC methyl 3-bromopyridine-4-carboxylate